FC1=C(C(=CC(=C1)F)C1=CC2=C(NC=N2)C=C1)O 2,4-difluoro-6-(1H-benzoimidazol-5-yl)phenol